NC1=CC(=C(C=C1)O)C(F)(F)F 4-amino-2-(trifluoromethyl)phenol